6-cyclopropylpyridin-3-carboxylic acid C1(CC1)C1=CC=C(C=N1)C(=O)O